(1-methyl)triazine CN1NN=CC=C1